o-dimethyl-anisole CC1(C(C=CC=C1)C)OC